P(=O)(O)([O-])[O-].[K+].[K+] dipotassium hydrogen phosphate salt